NC[C@@H]1CN(CCO1)CCCC1=CC=CC=2N(C(N(C21)C)=O)C2C(NC(CC2)=O)=O 3-[4-[3-[(2R)-2-(aminomethyl)morpholin-4-yl]propyl]-3-methyl-2-oxo-benzimidazol-1-yl]piperidine-2,6-dione